CS(=O)(=O)[N-]C1=CC(=CC=C1)[C@@H](CCNC1CCOCC1)NC(=O)C1=CC=2C(=NC=3CC[C@@H](CC3C2)C(C)(C)C)S1.[NH4+] ammonium methylsulfonyl-[3-[(1R)-1-[[(6S)-6-tert-butyl-5,6,7,8-tetrahydrothieno[2,3-b]quinoline-2-carbonyl]amino]-3-(tetrahydropyran-4-ylamino)propyl]phenyl]azanide